FC1=CC=CC(=N1)C1=CC=C(CC=2N(C(C=3N(C2)C(=NC3)[C@H]3[C@@H](OCC3)C)=O)C)C=C1 (2S,3S)-6-(4-(6-fluoropyridin-2-yl)benzyl)-7-methyl-3-(2-methyltetrahydrofuran-3-yl)imidazo[1,5-a]pyrazin-8(7H)-one